CP(ON1N=CC(=C1)C=1C2=C(C(=NC1)C1=CC(=C(C=C1)N)C(C)=O)C(=NO2)N)([O-])=O (4-(4-(3-acetyl-4-aminophenyl)-3-aminoisoxazolo[4,5-c]pyridin-7-yl)-1H-pyrazol-1-yl) methylphosphonate